5-(Difluoromethoxy)pyrimidine-2,4-diol FC(OC=1C(=NC(=NC1)O)O)F